Tert-butyl N-[(3-chloro-4-isopropylphenyl)methyl]carbamate ClC=1C=C(C=CC1C(C)C)CNC(OC(C)(C)C)=O